C(C)[C@]1(C(OCC=2C(N3CC=4N(C5=C(C=C(C=C5C(C4C3=CC21)=O)F)/C(/C)=N/OC)C)=O)=O)O (S,E)-4-ethyl-8-fluoro-4-hydroxy-10-(1-(methoxyimino)ethyl)-11-methyl-1,12-dihydro-14H-pyrano[3',4':6,7]indolizino[2,1-b]quinoline-3,6,14(4H,11H)-trione